FC=1C(=C2C(=CC(=CC2=CC1)O)C1=C(C=2N=C(N=CC2C(=N1)N1[C@H](CC1)C)SC)F)C#C[Si](C(C)C)(C(C)C)C(C)C (S)-6-fluoro-4-(8-fluoro-5-(2-methylazetidin-1-yl)-2-(methylthio)pyrido[4,3-d]pyrimidin-7-yl)-5-((triisopropylsilyl)ethynyl)naphthalen-2-ol